3-butyl-3-hydroxy-5-methoxyisobenzofuran C(CCC)C1(OCC2=CC=C(C=C12)OC)O